C1=CC=CC2=CC=3NC=4C=C5C(=CC4C3C=C21)C=CC=C5 dibenzo[b,h]carbazole